sinapoyl-(S)-maleate C(\C=C\C1=CC(OC)=C(O)C(OC)=C1)(=O)/C(/C(=O)[O-])=C/C(=O)[O-]